tert-butyl (3R)-3-(4-benzylpiperazin-1-yl)-1-oxa-8-azaspiro[4.5]decane-8-carboxylate C(C1=CC=CC=C1)N1CCN(CC1)[C@H]1COC2(C1)CCN(CC2)C(=O)OC(C)(C)C